2,3-dihydrobenzo[b][1,4]oxathiine O1C2=C(SCC1)C=CC=C2